N1(CCNCCC1)C=1N=CC2=C(N1)NC=C2 (1,4-diazepan-1-yl)-7H-pyrrolo[2,3-d]pyrimidine